BrC1=CC(=C2CCCC3(CC=4N=C(N=C(C4CO3)Cl)SC)C2=C1F)C 7-bromo-4'-chloro-8-fluoro-5-methyl-2'-(methylthio)-3,4,5',8'-tetrahydro-2H-spiro[naphthalene-1,7'-pyrano[4,3-d]pyrimidine]